ClCCN(C1=CC=C(C(=O)O)C=C1)CCCl 4-[bis-(2-chloroethyl)-amino]-benzoic acid